C(CCCC[C@@H]1SC[C@@H]2NC(=O)N[C@H]12)(=O)[NH-] biotinylamid